CN(C1=NC2=CC=C(C=C2C=C1)C1=CN=C(N1)[C@H](CCCCCC(CC)=O)NC(OC(C)(C)C)=O)C (S)-tert-butyl (1-(5-(2-(dimethylamino)quinolin-6-yl)-1H-imidazol-2-yl)-7-oxononyl)carbamate